2-cyclohexyl-2-(3,3-difluoro-3-chloropropyl)-1-ethoxy-3-methoxypropane C1(CCCCC1)C(COCC)(COC)CCC(Cl)(F)F